ClC1=NC(=C(C2=C1CC(C2)C=O)F)C 1-chloro-4-fluoro-3-methyl-6,7-dihydro-5H-cyclopenta[c]pyridine-6-carbaldehyde